ClC1=CC(=C(N=N1)OC)C(CC(F)F)N1N=C(C(=C1)NC([C@H](C1CCC(CC1)(F)F)NC(OC(C)(C)C)=O)=O)F tert-butyl N-[(1S)-2-[[1-[1-(6-chloro-3-methoxy-pyridazin-4-yl)-3,3-difluoro-propyl]-3-fluoro-pyrazol-4-yl]amino]-1-(4,4-difluorocyclohexyl)-2-oxo-ethyl]carbamate